ClC=1C(=NC(=NC1)NC1=C(C=C(C(=C1)CC)N1CCC(CC1)N1CCOCC1)OC)NC=1C(=C2N=CC=NC2=CC1)NS(=O)(=O)C N-(6-((5-chloro-2-((5-ethyl-2-methoxy-4-(4-morpholinopiperidin-1-yl)phenyl)amino)pyrimidin-4-yl)amino)quinoxalin-5-yl)methanesulfonamide